trans-3-((Cyclopropylmethyl)amino)-8-((R)-hexahydropyrrolo[1,2-a]pyrazin-2(1H)-yl)-5-(4-hydroxycyclohexyl)pyrimido[4,5-c]isoquinolin-6(5H)-one C1(CC1)CNC=1N=CC2=C(N(C(C=3C=C(C=CC23)N2C[C@@H]3N(CC2)CCC3)=O)[C@@H]3CC[C@H](CC3)O)N1